COC(=O)[C@H]1N([C@H](CC1)C=C)C(=O)OC(C)(C)C (2S,5R)-5-vinylpyrrolidine-1,2-dicarboxylic acid 1-(tert-butyl) ester 2-methyl ester